5-(3-(6-((4-(2-(2,6-dioxopiperidin-3-yl)-1-oxoisoindolin-4-yl)but-3-yn-1-yl)carbamoyl)pyridin-3-yl)isoquinolin-8-yl)-7-isopropyl-N-methyl-1H-pyrrolo[3,2-b]pyridine-3-carboxamide O=C1NC(CCC1N1C(C2=CC=CC(=C2C1)C#CCCNC(=O)C1=CC=C(C=N1)C=1N=CC2=C(C=CC=C2C1)C1=CC(=C2C(=N1)C(=CN2)C(=O)NC)C(C)C)=O)=O